1,4,7,10-tetraazacyclododecane-4,7,10-triacetic acid N1CCN(CCN(CCN(CC1)CC(=O)O)CC(=O)O)CC(=O)O